ClC1=CC(=C(OCC2=CC=NC=C2)C=C1)F 4-((4-chloro-2-fluorophenoxy)methyl)pyridine